1-azaspiro[3.3]heptan-6-amine N1CCC12CC(C2)N